C(C1=CC=CC=C1)[C@@H]1[C@H]2CC[C@@H](CN1C1=CC(=CC(N1)=O)N1CCOCC1)C2 6-((1S,2R,5R)-2-benzyl-3-azabicyclo[3.2.1]octan-3-yl)-4-morpholinopyridin-2(1H)-one